Nalpha-benzoyl-DL-arginine C(C1=CC=CC=C1)(=O)N[C@@H](CCCNC(N)=N)C(=O)O |r|